OC1=C(C=C(C=C1C(C)(C)C)C)N1N=C2C(=N1)C=CC(=C2)SCCCCCCCC 2-(2'-hydroxy-3'-tert-butyl-5'-methylphenyl)-5-octylthiobenzotriazole